ClC1=C2N=CN(C2=NC=N1)C(CC)=O 6-chloro-9-(propanoyl)purine